NN1N=CC=C1C(=O)OC methyl 1-amino-1H-pyrazole-5-carboxylate